BrC1=C(C=CC=C1)C=CC(=O)N1C(OCC1)=O 3-(3-(2-bromophenyl)acryloyl)oxazolidin-2-one